5-[4-[(R)-amino(5-chloro-2-hydroxy-4-methylphenyl)methyl]piperidine-1-carbonyl]-4-chloro-1H-pyridin-2-one N[C@H](C1CCN(CC1)C(=O)C=1C(=CC(NC1)=O)Cl)C1=C(C=C(C(=C1)Cl)C)O